N-butylene carbonate C1(OCCCCO1)=O